C1=CC1 Trans-cyclopropene